CC1=C(C(OC1C)=O)O 4,5-dimethyl-3-Hydroxy-2,5-dihydrofuran-2-one